BrC1=C2C(C3=C(C[C@@H](N[C@@H](C3)C)C)C(C2=C(C=C1)Br)=O)=O cis-7,10-dibromo-2,4-dimethyl-2,3,4,5-tetrahydro-1H-naphtho[2,3-d]azepine-6,11-dione